NC1=NC(=NC2=C1NN=N2)N diaminotriazolopyrimidine